C(C)(=O)C=1C(=NC(=CC1)N1C=NC2=C1C=CC(=C2)CN2S(CCC2)(=O)=O)N2N=C(C=C2C)C#N 1-[3-acetyl-6-[5-[(1,1-dioxo-1,2-thiazolidine-2-yl)methyl]benzimidazol-1-yl]-2-pyridinyl]-5-methyl-pyrazole-3-carbonitrile